ClC1=CC(=CC(=C1)I)Cl 1,3-dichloro-5-iodobenzene